3-(benzo[b]thiophen-5-ylamino)-4-((pyridin-2-ylmethyl)amino)cyclobut-3-ene-1,2-dione S1C2=C(C=C1)C=C(C=C2)NC=2C(C(C2NCC2=NC=CC=C2)=O)=O